6-(4-(4-chlorophenyl)-5-hydroxy-3-methyl-1H-pyrazol-1-yl)-N-(methylsulfonyl)nicotinamide ClC1=CC=C(C=C1)C=1C(=NN(C1O)C1=NC=C(C(=O)NS(=O)(=O)C)C=C1)C